(rac)-N-((3r,4s)-4-aminotetrahydrofuran-3-yl)-6-(3-methyl-1H-indol-2-yl)pyrazine-2-carboxamide N[C@H]1[C@H](COC1)NC(=O)C1=NC(=CN=C1)C=1NC2=CC=CC=C2C1C |r|